4-((2-formylphenyl)amino)-5-phenyl-N-(quinolin-8-yl)pentanamide C(=O)C1=C(C=CC=C1)NC(CCC(=O)NC=1C=CC=C2C=CC=NC12)CC1=CC=CC=C1